C(C)(C)(C)OC(=O)N1CC2=CC(=C(C=C2CC1)C#N)OCC1=C(C=C(C=C1)Cl)F 7-((4-chloro-2-fluorobenzyl)oxy)-6-cyano-3,4-dihydroisoquinoline-2(1H)-carboxylic acid tert-butyl ester